1-Benzyl 5-(tert-butyl) undecyl-L-glutamate C(CCCCCCCCCC)N[C@@H](CCC(=O)OC(C)(C)C)C(=O)OCC1=CC=CC=C1